NN1C(C2=CC(=CC(=C2CC1)C1=CC=NC=C1)C1=C(C(=CC=C1C)OC)C)=O amino-7-(3-methoxy-2,6-dimethylphenyl)-5-(pyridin-4-yl)-3,4-dihydroisoquinolin-1(2H)-one